COC=1C=C2CCN(CC2=CC1OC)C(\C=C\C1=C(N(C2=NC=CC=C21)C)C2=CC=CC=C2)=O (E)-1-(6,7-dimethoxy-3,4-dihydro-1H-isoquinolin-2-yl)-3-(1-methyl-2-phenylpyrrolo[2,3-b]pyridin-3-yl)prop-2-en-1-one